The molecule is an N-acetyl-beta-D-mannosaminyl-(1->4)-N-acetyl-D-glucosaminyl undecaprenyl diphosphate in which the anomeric centre connected to the diphosphate group has alpha-configuration. It is a conjugate acid of a N-acetyl-beta-D-mannosaminyl-(1->4)-N-acetyl-alpha-D-glucosaminyl undecaprenyl diphosphate(2-). CC(=CCC/C(=C/CC/C(=C/CC/C(=C\\CC/C(=C\\CC/C(=C\\CC/C(=C\\CC/C(=C\\CC/C(=C\\CC/C(=C\\CC/C(=C\\COP(=O)(O)OP(=O)(O)O[C@@H]1[C@@H]([C@H]([C@@H]([C@H](O1)CO)O[C@H]2[C@H]([C@H]([C@@H]([C@H](O2)CO)O)O)NC(=O)C)O)NC(=O)C)/C)/C)/C)/C)/C)/C)/C)/C)/C)/C)C